racemic-2-chloro-N-(4-(difluoromethyl)-5-(oxazol-2-yl)-6-oxo-1,6-dihydropyridin-2-yl)-8,8-dimethyl-7,8-dihydro-6H-cyclopenta[e]pyrazolo[1,5-a]pyrimidine-6-carboxamide ClC1=NN2C(N=CC3=C2C(C[C@H]3C(=O)NC=3NC(C(=C(C3)C(F)F)C=3OC=CN3)=O)(C)C)=C1 |r|